NC1=CC=C(C=C1)N=NC1=C(C(=O)O)C=CC=C1 ((4-aminophenyl)diazenyl)benzoic acid